The molecule is a tocotrienol that is chroman-6-ol substituted by methyl groups at positions 2 and 8 and a farnesyl chain at position 2. It has a role as a plant metabolite and a NF-kappaB inhibitor. It is a tocotrienol and a vitamin E. CC1=CC(=CC2=C1O[C@](CC2)(C)CC/C=C(\\C)/CC/C=C(\\C)/CCC=C(C)C)O